C1(CC1)CC1(CC2=C(C(=C(S2)NC(C)=O)C(=O)OCC)CC1)COC(F)F ethyl 6-(cyclopropylmethyl)-6-[(difluoromethoxy)methyl]-2-acetamido-4,5,6,7-tetrahydro-1-benzothiophene-3-carboxylate